CC(C)=CCCC(C)=CC=O (+)-citral